lithium tetrabromosulfophthalate tetrachlorophenol salt ClC=1C(=C(C(=C(C1)O)Cl)Cl)Cl.BrC1C(C(C(C(=O)[O-])(C=C1)Br)(C(=O)[O-])Br)(S(=O)(=O)O)Br.[Li+].[Li+]